ClC1=C(C(=NC=C1)C(=O)O)N[C@H](C)C=1C=C(C=C2C(C(=C(OC12)N1CCC(CC1)(F)F)C)=O)C chloro-3-[[(1R)-1-[2-(4,4-difluoro-1-piperidinyl)-3,6-dimethyl-4-oxo-chromen-8-yl]ethyl]amino]pyridine-2-carboxylic acid